[N+](=[N-])=CC(CC[C@@H](C(=O)OC(C)C)NC([C@H]([C@@H](CC)C)OCC)=O)=O isopropyl (S)-6-diazo-2-((2S,3R)-2-ethoxy-3-methylpentanamido)-5-oxohexanoate